(R)-N-(3-(2-butoxy)-1-methyl-1H-pyrazol-4-yl)formamide C[C@H](CC)OC1=NN(C=C1NC=O)C